Methyl 2-(4-amino-1-cyclopropyl-1H-pyrazolo[3,4-d]pyrimidin-3-yl)-1H-indole-6-carboxylate NC1=C2C(=NC=N1)N(N=C2C=2NC1=CC(=CC=C1C2)C(=O)OC)C2CC2